FC(C1=NN=C(O1)C=1C=CC(=NC1)CN1C(OC(=N1)C=1C=C2C=CN(C2=CC1)C)=S)F 3-((5-(5-(difluoromethyl)-1,3,4-oxadiazol-2-yl)pyridin-2-yl)methyl)-5-(1-methyl-1H-indole-5-yl)-1,3,4-oxadiazol-2(3H)-thion